(±)-7-methyl-2-morpholin-4-yl-9-[1-(2-pyridinylamino)ethyl]-pyrido[1,2-a]pyrimidin-4-one CC=1C=C(C=2N(C(C=C(N2)N2CCOCC2)=O)C1)[C@@H](C)NC1=NC=CC=C1 |r|